N-(3-(5-(4-(1H-tetrazol-5-yl)-phenyl)-1H-pyrrolo[2,3-b]-pyridine-3-carbonyl)-2,6-difluorophenyl)-propane-1-sulfonamide N1N=NN=C1C1=CC=C(C=C1)C=1C=C2C(=NC1)NC=C2C(=O)C=2C(=C(C(=CC2)F)NS(=O)(=O)CCC)F